tert-butyl (5-(4-nitro-1H-pyrazol-1-yl)pentyl)carbamate [N+](=O)([O-])C=1C=NN(C1)CCCCCNC(OC(C)(C)C)=O